N1C(=NC2=C1C=CC=C2)CCN(CCC=2SC=1N=CN=C(C1N2)NCC2=NC=CC=C2F)C 2-(2-{[2-(1H-1,3-benzodiazol-2-yl)ethyl](methyl)amino}ethyl)-N-[(3-fluoropyridin-2-yl)methyl]-[1,3]thiazolo[5,4-d]pyrimidin-7-amine